C(C(C)C)C(C1=CC=CC=C1)(CC(C)C)O di-isobutyl-benzyl alcohol